CC=1N=C(C2=C(N1)SC1=C2CCCC1)NCC1=CC=C(C=C1)S(=O)(=O)N 4-((2-Methyl-5,6,7,8-tetrahydro[1]benzothieno[2,3-d]pyrimidin-4-yl)aminomethyl)-benzenesulfonamide